5-((1-(3-carboxy-4-((2-(4-fluorophenyl)ethyl)sulfonamido)benzyl)azetidin-3-yl)oxy)-2-((2-(4-fluorophenyl)ethyl)sulfonamido)benzoic acid C(=O)(O)C=1C=C(CN2CC(C2)OC=2C=CC(=C(C(=O)O)C2)NS(=O)(=O)CCC2=CC=C(C=C2)F)C=CC1NS(=O)(=O)CCC1=CC=C(C=C1)F